N5-[3-chloro-2-(4-ethylpiperazin-1-yl)phenyl]-N2,N2-dimethyl-thiophene-2,5-disulfonamide ClC=1C(=C(C=CC1)NS(=O)(=O)C1=CC=C(S1)S(=O)(=O)N(C)C)N1CCN(CC1)CC